(1's,3R,16'S,19's)-8',18'-dioxa-12'-azaspiro[morpholine-3,15'-tetracyclo[17.2.2.02,7.012,16]tricosane] C12C3CCCCC3OCCCN3CC[C@]4([C@H]3COC(CC1)CC2)NCCOC4